FC1CC2(C1)CN(CC2C2=CC=CC=C2)C(=O)C2=CN=CC(N2)=O 6-{2-fluoro-8-phenyl-6-azaspiro[3.4]octane-6-carbonyl}-1H-pyrazin-2-one